FC1=CC=C(C(=O)N2[C@@H](C=3N(CC2)C(=NC3N3C(C[C@H](C3)O)=O)C=3SC=C(N3)C(F)(F)F)C)C=C1 (R)-1-((R)-7-(4-fluorobenzoyl)-8-methyl-3-(4-(trifluoromethyl)thiazol-2-yl)-5,6,7,8-Tetrahydroimidazo[1,5-a]pyrazin-1-yl)-4-hydroxypyrrolidin-2-one